N,N-dimethyl-2-(5-(2-methyl-1,2,3,4-tetrahydroisoquinolin-7-yl)-1H-pyrrolo[2,3-b]pyridin-3-yl)thiazole-4-carboxamide CN(C(=O)C=1N=C(SC1)C1=CNC2=NC=C(C=C21)C2=CC=C1CCN(CC1=C2)C)C